sodium D-gluconate salt O=C([C@H](O)[C@@H](O)[C@H](O)[C@H](O)CO)[O-].[Na+]